manganese oxide compound with lithium carbonate C([O-])(O)=O.[Li+].[O-2].[Mn+2]